N,N'-bisformyl-N,N'-bis-(2,2,6,6-tetramethyl-4-piperidinyl)-hexamethylendiamine C(=O)N(CCCCCCN(C1CC(NC(C1)(C)C)(C)C)C=O)C1CC(NC(C1)(C)C)(C)C